methyl-3,5-dicyclohexylpyridine-2-carboxylate COC(=O)C1=NC=C(C=C1C1CCCCC1)C1CCCCC1